BrC1=C2C(=NC=C1)N(C(C21CCCC1)=O)C1OCCCC1 4'-bromo-1'-tetrahydropyran-2-yl-spiro[cyclopentane-1,3'-pyrrolo[2,3-b]pyridine]-2'-one